ClC(C1=NC(=NC(=N1)C(Cl)(Cl)Cl)C=CC1=CC=C(C=C1)OC)(Cl)Cl 2,4-bis(trichloromethyl)-6-p-methoxystyryl-1,3,5-triazine